(S)-2-((S)-5-fluoro-1,3-dihydroisobenzofuran-1-yl)pyrrolidine FC=1C=C2CO[C@@H](C2=CC1)[C@H]1NCCC1